heptafluoro-n-propyloxycarbonyl fluoride FC(C(OC(=O)F)(F)F)(C(F)(F)F)F